FC(OC=1C(=NC=CC1)C(O)C1=CC(=C(C=C1)F)C1=NC=NC2=CC(=CC=C12)N1CCOCC1)F (3-Difluoromethoxypyridin-2-yl)-[4-fluoro-3-(7-morpholin-4-ylquinazolin-4-yl)phenyl]methanol